(3-methoxy-4-(4-methoxybenzyloxy)benzyl)pyridine-2,3-diamine COC=1C=C(CC2=C(C(=NC=C2)N)N)C=CC1OCC1=CC=C(C=C1)OC